ClC1=CC=C2C(=C3N(C2=C1Cl)CC(CC3)NS(=O)(=O)CCN3C(C1=CC=CC=C1C3=O)=O)C=3C=NN(C3)C3OCCCC3 N-(3,4-Dichloro-10-(1-(tetrahydro-2H-pyran-2-yl)-1H-pyrazol-4-yl)-6,7,8,9-tetrahydropyrido[1,2-a]indol-7-yl)-2-(1,3-dioxoisoindolin-2-yl)ethanesulfonamide